Cl.Cl.C(C)N1C=NC=C1CN 1-(1-ethyl-1H-imidazol-5-yl)methylamine, dihydrochloride